FC(C1=NN=C(S1)N1N=CC2=C(C=C(C=C12)S(=O)(=O)NC1(COC1)C)N1CCN(CC1)S(=O)(=O)C(C)C)F 1-(5-(difluoromethyl)-1,3,4-thiadiazol-2-yl)-4-(4-(isopropylsulfonyl)piperazin-1-yl)-N-(3-methyloxetan-3-yl)-1H-indazol-6-sulfonamide